O=C1NC(CCC1N1C(C2=CC=C(C=C2C1=O)N1CCN(CC1)C(=O)OC(C)(C)C)=O)=O Tert-butyl 4-(2-(2,6-dioxopiperidin-3-yl)-1,3-dioxoisoindolin-5-yl)piperazine-1-carboxylate